C1(CC1)C1=C(C(=NO1)C1=C(C=NC=C1Cl)Cl)COC12CCC(CC1)(CC2)COC2=CC=C1C=CN(C1=C2)C 6-((4-((5-Cyclopropyl-3-(3,5-dichloropyridin-4-yl)isoxazol-4-yl)methoxy)bicyclo[2.2.2]octan-1-yl)methoxy)-1-methyl-1H-indol